Cl.C(C)OCC1(CCC(CC1)C1=NNC=C1CN(CCNC)C)COCC ([3-[4,4-bis(ethoxymethyl)cyclohexyl]-1H-pyrazol-4-yl]methyl)(methyl)[2-(methylamino)ethyl]amine hydrochloride salt